benzyl 4-(3-methyl-1,2-dihydroimidazol-4-yl)-3,6-dihydro-2H-pyridine-1-carboxylate CN1CNC=C1C=1CCN(CC1)C(=O)OCC1=CC=CC=C1